ClC1=C(N=NC(=C1)Cl)C1=CC=C(C=C1)Cl 4,6-dichloro-3-(4-chlorophenyl)pyridazine